CC1=CC=2C(=NOC2C(=O)OC(C)(C)C)C=C1 tert-butyl 5-methylbenzo[c]isoxazole-3-carboxylate